C[C@H]1NC(C2=C(C=3C=4C=CC(=NC4C=CC3S2)C2=CC(=NC=C2CN2CCC(CC2)C(F)(F)F)C=C)NC1)=O (R)-10-methyl-3-(5-((4-(trifluoromethyl)piperidin-1-yl)methyl)-2-vinylpyridin-4-yl)-9,10,11,12-tetrahydro-8H-[1,4]diazepino[5',6':4,5]thieno[3,2-f]quinolin-8-one